(pyrazin-2-yl)-2,5,6,7-tetrahydro-3H-pyrrolo[2,1-c][1,2,4]triazol-3-one N1=C(C=NC=C1)N1N=C2N(C1=O)CCC2